ethyl 2-({6-[(1,3-benzothiazol-2-yl)amino]-5-methylpyridazin-3-yl}(methyl)amino)-5-(1-{[1-(3-methoxypropyl)cyclohexyl]methyl}-5-methyl-1H-pyrazol-4-yl)-1,3-thiazole-4-carboxylate S1C(=NC2=C1C=CC=C2)NC2=C(C=C(N=N2)N(C=2SC(=C(N2)C(=O)OCC)C=2C=NN(C2C)CC2(CCCCC2)CCCOC)C)C